2-[6-chloro-3-(1,3-dioxolan-2-yl)-2-pyridyl]-5-methyl-pyrazole-3-carbonitrile ClC1=CC=C(C(=N1)N1N=C(C=C1C#N)C)C1OCCO1